5,7-dihydrospiro[cyclopenta[b]pyridine-6,4'-piperidin]-5-amine N1CCC2(CC1)C(C=1C(=NC=CC1)C2)N